N-((1R,2S)-2-Aminocyclohexyl)-4-oxo-5-(4-phenoxyphenyl)-4,5-dihydro-3H-1-thia-3,5,8-triazaacenaphthylene-2-carboxamide N[C@@H]1[C@@H](CCCC1)NC(=O)C=1SC=2N=CC=C3N(C(NC1C23)=O)C2=CC=C(C=C2)OC2=CC=CC=C2